CS(=O)C1=C(C(=O)O)C=CC=C1 2-(methylsulphinyl)benzoic acid